N-(4-cyclohexylbenzyl)-N-(3-hydroxy-4-(hydroxycarbamoyl)phenyl)-1-((perfluorophenyl)sulfonyl)azetidine-3-carboxamide C1(CCCCC1)C1=CC=C(CN(C(=O)C2CN(C2)S(=O)(=O)C2=C(C(=C(C(=C2F)F)F)F)F)C2=CC(=C(C=C2)C(NO)=O)O)C=C1